[C@@H]12OC[C@@H](N(C1)C[C@@H]1NC[C@H](N(C1)C(=O)OC(C)(C)C)C)C2 tert-butyl (2R,5S)-5-(((1S,4S)-2-oxa-5-azabicyclo[2.2.1]heptan-5-yl)methyl)-2-methylpiperazine-1-carboxylate